(4-((3-((tert-butyldiphenylsilyl)oxy)propyl)amino)-2,6-dichloropyrimidin-5-yl)methanol [Si](C1=CC=CC=C1)(C1=CC=CC=C1)(C(C)(C)C)OCCCNC1=NC(=NC(=C1CO)Cl)Cl